ClC1=CC=CC2=C1NC(=N2)C(=O)N2[C@@H](C=1C=CC=NC1CC2)C(F)F (S)-(7-Chloro-1H-benzo[d]imidazol-2-yl)(5-(difluoromethyl)-7,8-dihydro-1,6-naphthyridin-6(5H)-yl)methanone